1-(3-chloro-4-methylphenyl)-3-[(2-[1-[([[2-(methanesulfonylsulfanyl)-2-methylpropoxy]carbonyl]oxy)-methyl]-2,6-dioxopiperidin-3-yl]-1-oxo-3H-isoindol-5-yl)methyl]urea ClC=1C=C(C=CC1C)NC(=O)NCC=1C=C2CN(C(C2=CC1)=O)C1C(N(C(CC1)=O)COC(=O)OCC(C)(C)SS(=O)(=O)C)=O